COC1CC2(NC3(CCC(CC3)C(F)(F)F)C1)CCC(CC2)C(F)(F)F 15-methoxy-3,11-bis(trifluoromethyl)-7-azadispiro[5.1.5.3]hexadecane